ClC=1C=C(C=CC1F)NC(N(C)[C@@H]1COC(C=2NC(C=3C=C(C(=CC3C21)F)F)=O)=O)=O (S)-3-(3-chloro-4-fluorophenyl)-1-(8,9-difluoro-4,6-dioxo-1,4,5,6-tetrahydro-2H-pyrano[3,4-c]isoquinolin-1-yl)-1-methylurea